1-[4-(4-morpholinylmethyl)-3-(trifluoromethyl)phenyl]-3-[4-(1H-pyrrolo[2,3-b]pyridin-4-yloxy)phenyl]-2,4-imidazolidinedione N1(CCOCC1)CC1=C(C=C(C=C1)N1C(N(C(C1)=O)C1=CC=C(C=C1)OC1=C2C(=NC=C1)NC=C2)=O)C(F)(F)F